2-cyano-N-(4-sulfamoylphenyl)acetamide 9-methylenetetracyclo[6.2.1.13,6.02,7]dodec-4-ene7,8-dihydrofolate C=C1C2C3C4C=CC(C3C(C1)(C2)C2=CC(=CC=C2C(N[C@@H](CCC(=O)O)C(=O)O)=O)NCC2CNC1=NC(N)=NC(=O)C1=N2)C4.C(#N)CC(=O)NC4=CC=C(C=C4)S(N)(=O)=O